C[C@H]1CN(C[C@@H](N1)C)C=1C=CC(=C2N=C(SC21)CNS(=O)(=O)C)C(=O)NC2=CC1=CN(N=C1C(=C2)F)C 7-[(3S,5S)-3,5-dimethylpiperazin-1-yl]-N-(7-fluoro-2-methyl-indazol-5-yl)-2-(methanesulfonamidomethyl)-1,3-benzothiazole-4-carboxamide